NC1=C2C(=C3C=CC(=NC3=C1)Cl)C(NC2C2=C(C=CC(=C2)F)Cl)=O 4-amino-7-Chloro-3-(2-chloro-5-fluorophenyl)-2,3-dihydro-1H-pyrrolo[3,4-f]quinolin-1-one